3-((R)-3-((S)-2-hydroxy-3-(3-(N-methylsulfamoyl)phenoxy)propylamino)-1-oxa-8-azaspiro[4.5]decan-8-ylsulfonyl)pyridine 1-oxide O[C@@H](CN[C@H]1COC2(C1)CCN(CC2)S(=O)(=O)C=2C=[N+](C=CC2)[O-])COC2=CC(=CC=C2)S(NC)(=O)=O